O1[C@]2(C1)C[C@@]1(C[C@@H]1CC2)CN2C=NC1=C2C=C(C=C1)C#N |r| rac-1-(((1R,3S,6S)-Spiro[bicyclo[4.1.0]heptane-3,2'-oxiran]-1-yl)methyl)-1H-benzo[d]imidazole-6-carbonitrile